C[C@H]1N(CCOC1)C1=NC(=NC(=N1)N1[C@@H](COCC1)C)C=1C(=CC(=NC1)N)C(F)F 5-[4,6-bis[(3R)-3-methylmorpholin-4-yl]-1,3,5-triazin-2-yl]-4-(difluoromethyl)pyridin-2-amine